2-[3-(2-Hydroxyethoxy)propoxy]ethanol OCCOCCCOCCO